3-(pyridin-4-yl)cyclohexan-1-one tert-butyl-4-[(R)-(5-chloro-2-pyridyl)-(4,4-difluorocyclohexyl)methyl]-4-hydroxy-piperidine-1-carboxylate C(C)(C)(C)OC(=O)N1CCC(CC1)(O)[C@H](C1CCC(CC1)(F)F)C1=NC=C(C=C1)Cl.N1=CC=C(C=C1)C1CC(CCC1)=O